ClC1=NC=2N(C(=C1)N(C(OC(C)(C)C)=O)CC1=C(C=CC=C1)F)N=CC2CC tert-butyl (5-chloro-3-ethylpyrazolo[1,5-a]pyrimidin-7-yl)(2-fluorobenzyl)carbamate